2,4-bis(4-bromo-3-methylphenyl)-6-(4-fluoro-3-methylphenyl)-1,3,5-triazine BrC1=C(C=C(C=C1)C1=NC(=NC(=N1)C1=CC(=C(C=C1)Br)C)C1=CC(=C(C=C1)F)C)C